(2S,4R)-1-((4-phenoxybutanoyl)glycyl)-4-phenylpyrrolidine-2-carboxylic acid O(C1=CC=CC=C1)CCCC(=O)NCC(=O)N1[C@@H](C[C@@H](C1)C1=CC=CC=C1)C(=O)O